B(C1=C(C=C(N=C1)C)NC(=O)OC(C)(C)C)(O)O BOC-4-AMINO-6-METHYLPYRIDINE-3-BORONIC ACID